C1(CC1)C=1C=C(C=CC1)C1=CC=CC(=N1)C(C(=O)N1CC2=C(N=C(NC2=O)C2(CC2)C2=CC=CC=C2)CC1)O 6-(2-(6-(3-cyclopropylphenyl)pyridin-2-yl)-2-hydroxyacetyl)-2-(1-phenylcyclopropyl)-5,6,7,8-tetrahydropyrido[4,3-d]pyrimidin-4(3H)-one